(S)-4-methyl-3-(1-(5-(1-methyl-1H-pyrazol-4-yl)pyridin-3-yl)pyrrolidin-3-yl)-N-(3-(trifluoromethyl)phenyl)benzamide CC1=C(C=C(C(=O)NC2=CC(=CC=C2)C(F)(F)F)C=C1)[C@H]1CN(CC1)C=1C=NC=C(C1)C=1C=NN(C1)C